C(C)(CC)C1C(NC2=C(CN1C(=O)C1CN(C(C1)=O)C)C=CC=C2)=O 3-(sec-butyl)-4-(1-methyl-5-oxopyrrolidine-3-carbonyl)-1,3,4,5-tetrahydro-2H-benzo[1,4]diazepin-2-one